1,2-bis(phenyl)ethane C1(=CC=CC=C1)CCC1=CC=CC=C1